C(C)(C)C1=C(C(=CC=C1)C(C)C)N1C(=NC2=C1C(=C(C=C2)F)C=2C(=CC=1C=CC3=CC=CC=C3C1C2)OC)C2=CC=CC=C2 1-(2,6-Diisopropylphenyl)-6-fluoro-7-(2-methoxyphenanthren-3-yl)-2-phenyl-1H-benzo[d]imidazole